COC1=C(C=CC=C1)N1N=C(N=C1)C(=O)O 1-(2-methoxyphenyl)-1,2,4-triazole-3-carboxylic acid